C(=O)OC(CC[C@@H](C(=O)O)NC(=O)C1=CC=C(NCC2=CN=C3N=C(N)NC(=O)C3=N2)C=C1)=O folyl formate